phenyl(pyrazolo[5,1-f][1,6]naphthyridin-7(8H)-yl)methanone C1(=CC=CC=C1)C(=O)N1CC=CC=2C=3N(C=CC12)N=CC3